ClC1=NC=C(C(=N1)C1=CC(=CC=C1)C=1C=NC=CC1)Cl 2,5-dichloro-4-(3-(pyridin-3-yl)phenyl)pyrimidine